P(=O)([O-])([O-])O.[Na+].[Na+] sodium monosodium phosphate salt